2-(isoquinolin-4-ylamino)-3-((3-methylcyclobutyl)amino)propionitrile C1=NC=C(C2=CC=CC=C12)NC(C#N)CNC1CC(C1)C